N=1N=NN2N=CC3=C(C21)CCNC3 7,8,9,10-Tetrahydropyrido[4,3-d]tetrazolo[1,5-b]pyridazine